3-(6-fluoro-4-(methylsulfonyl)-1-oxoisoindolin-2-yl)piperidine-2,6-dione FC1=CC(=C2CN(C(C2=C1)=O)C1C(NC(CC1)=O)=O)S(=O)(=O)C